(1R,4R,5R)-tert-butyl 5-hydroxy-2-azabicyclo[2.2.1]heptane-2-carboxylate O[C@H]1[C@H]2CN([C@@H](C1)C2)C(=O)OC(C)(C)C